CC=1C=CC(=NC1)NC(=O)C=1C=C2C=CN(C2=CC1)S(=O)(=O)CC1=CC=CC=C1 N-(5-methylpyridin-2-yl)-1-toluenesulfonyl-1H-indole-5-carboxamide